5-(4-(3-cyclopentylprop-1-yn-1-yl)phenyl)-1,3,4-oxadiazol-2(3H)-thione C1(CCCC1)CC#CC1=CC=C(C=C1)C1=NNC(O1)=S